C(C)OC(C(C(=O)OCC)SC1=NC=C(C=C1)Br)=O 2-((5-bromopyridin-2-yl)thio)malonic acid diethyl ester